(R)-2-bromo-7-methoxy-8-(2-(methoxy)naphthalen-1-yl)benzo[c]phenanthrene BrC1=CC2=C(C=CC=3C(=C(C=4C=CC=CC4C23)C2=C(C=CC3=CC=CC=C23)OC)OC)C=C1